ClC1=CC=C2C(C(=CN(C2=C1)C1CC1)C(=O)O)=O 7-chloro-1-cyclopropyl-1,4-dihydro-4-oxo-quinoline-3-carboxylic acid